N-(trans-4-((5-cyanopyridin-2-yl)amino)cyclohexyl)-N-(2-methoxy-4-(1-methyl-1H-pyrazol-4-yl)phenyl)acetamide C(#N)C=1C=CC(=NC1)N[C@@H]1CC[C@H](CC1)N(C(C)=O)C1=C(C=C(C=C1)C=1C=NN(C1)C)OC